NC1(COCCC1)C(=O)O 3-AMINOTETRAHYDRO-2H-PYRAN-3-CARBOXYLIC ACID